8-hydroxy-5,6,7,8-tetrahydro-1,6-naphthyridine-2-sulfonic acid OC1CNCC=2C=CC(=NC12)S(=O)(=O)O